COC1=CC=C(CNC=2C3=C(N=C(N2)N(CCOC)CCOC)C(=NC(=N3)N(CCOC)CCOC)N3CCC(CC3)OC)C=C1 N4-(4-methoxybenzyl)-N2,N2,N6,N6-tetrakis(2-methoxyethyl)-8-(4-methoxypiperidin-1-yl)pyrimido[5,4-d]pyrimidine-2,4,6-triamine